7-methoxy-6-[(3S)-tetrahydrofuran-3-yl]oxo-1H-quinazoline-2,4-dione COC1=C(C(C2C(NC(NC2=C1)=O)=O)=O)[C@H]1COCC1